1-Methyl-2-(phenylmethylidene)hydrazine CNN=CC1=CC=CC=C1